N,N-dimethyl-3-(2-(4,4,5,5-tetramethyl-1,3,2-dioxaborolan-2-yl)vinyl)benzylamine CN(C)CC1=CC(=CC=C1)C=CB1OC(C(O1)(C)C)(C)C